C(C)(=O)N1C(CC(C2=CC(=CC=C12)C1=CC=C(C=C1)N1CCN(CC1)CC1=C(C=CC=C1)C1C(NC(CC1)=O)=O)NC1=CC=C(C=C1)Cl)C 3-(2-((4-(4-(1-acetyl-4-((4-chlorophenyl)amino)-2-methyl-1,2,3,4-tetrahydroquinolin-6-yl)phenyl)piperazin-1-yl)methyl)phenyl)piperidine-2,6-dione